FC1(CC12C(N(C2)C)CO)F (1,1-Difluoro-5-methyl-5-azaspiro[2.3]hexan-4-yl)methanol